6-chloro-1-(2,6-dimethoxyphenyl)-2-(5-methylfuran-2-yl)-1H-imidazo[4,5-b]pyrazine ClC1=CN=C2C(=N1)N(C(=N2)C=2OC(=CC2)C)C2=C(C=CC=C2OC)OC